trihydroxy-6-(hydroxymethyl)tetrahydro-2H-pyran OC1C(OC(CC1)CO)(O)O